(+-)-N-(4-chloro-3-(1,4-oxazepan-3-yl)phenyl)acetamide methyl-2-[2-bromo-6-[[1-[(4-methoxyphenyl)methyl]-2,6-dioxo-3-piperidyl]amino]phenoxy]acetate COC(COC1=C(C=CC=C1NC1C(N(C(CC1)=O)CC1=CC=C(C=C1)OC)=O)Br)=O.ClC1=C(C=C(C=C1)NC(C)=O)[C@@H]1COCCCN1 |r|